CC1=NC(=CC(=N1)NC1=CC2=C(C=N1)C(NN2C2=CC(=C(C#N)C=C2)C(F)(F)F)=O)C 4-(6-((2,6-dimethylpyrimidin-4-yl)amino)-3-oxo-2,3-dihydro-1H-pyrazolo[4,3-c]pyridin-1-yl)-2-(trifluoromethyl)benzonitrile